N-(2-(3-(piperidin-3-yl)indol-1-yl)pyrimidin-4-yl)-1H-indazol-5-amine N1CC(CCC1)C1=CN(C2=CC=CC=C12)C1=NC=CC(=N1)NC=1C=C2C=NNC2=CC1